Cl.C(OCCCCN)(OCN1C=CC2=C1N=CN=C2N(C)[C@H]2CN(CC[C@H]2C)C(CC#N)=O)=O 4-aminobutyl ((4-(((3R,4R)-1-(2-cyanoacetyl)-4-methylpiperidin-3-yl)(methyl)amino)-7H-pyrrolo[2,3-d]pyrimidin-7-yl) methyl) carbonate hydrochloride